2-((4-(hexyloxy)-2-methylene-4-oxobutanoyl)oxy)acetic acid C(CCCCC)OC(CC(C(=O)OCC(=O)O)=C)=O